2-((S)-1-acryloyl-4-(2-(((S)-1-methylpyrrolidin-2-yl)methoxy)-6-(naphthalen-1-ylmethyl)-6H-pyrrolo[3,4-d]pyrimidin-4-yl)piperazin-2-yl)acetonitrile C(C=C)(=O)N1[C@H](CN(CC1)C=1C=2C(N=C(N1)OC[C@H]1N(CCC1)C)=CN(C2)CC2=CC=CC1=CC=CC=C21)CC#N